S1C(=CC=C1)N1C=C(C2=CC=CC=C12)C1C(CCCC1)=O 2-[1-thienyl-(3-indolyl)]cyclohexanone